NC1=C2N=CN(C2=NC(=N1)Cl)[C@H]1[C@@H]([C@@]([C@H](O1)COC(CC=1C=C(C(=O)O)C=CC1)(C=1N=CSC1)C(=O)O)(O)C#C)O 3-(2-(((2R,3S,4R,5R)-5-(6-amino-2-chloro-9H-purin-9-yl)-3-ethynyl-3,4-dihydroxytetrahydrofuran-2-yl)methoxy)-2-carboxy-2-(thiazol-4-yl)ethyl)benzoic acid